5-{2-[2-(4-methoxy-2,3-dimethyl-benzenesulfonamido)phenyl]ethynyl}-3-(methylamino)pyridine-2-carboxylic acid COC1=C(C(=C(C=C1)S(=O)(=O)NC1=C(C=CC=C1)C#CC=1C=C(C(=NC1)C(=O)O)NC)C)C